C(CCCCC)N(C(CCCCCCC)=O)CCCCCC N,N-di-n-hexyloctanamide